bis(2-hexyloctyl) 10-(3-(pentyldisulfaneyl)-N-(4-(pyrrolidin-1-yl)butyl)propanamido)nonadecanedioate C(CCCC)SSCCC(=O)N(CCCCN1CCCC1)C(CCCCCCCCC(=O)OCC(CCCCCC)CCCCCC)CCCCCCCCC(=O)OCC(CCCCCC)CCCCCC